COC(CC(OC)OC)OC 1,1,3,3-tetramethoxy-propane